C(C)OC1=CN=CC(=N1)C1=CN=C(S1)C(=O)N1[C@@H](CCC1)C=1C=C(C=NC1)NS(=O)(=O)C1CC1 (S)-N-(5-(1-(5-(6-ethoxypyrazin-2-yl)thiazole-2-carbonyl)pyrrolidin-2-yl)pyridin-3-yl)cyclopropanesulfonamide